N-(2-(2-methylpyridin-4-yl)-1H-pyrrolo[3,2-c]pyridin-6-yl)bicyclo[1.1.1]pentane-1-carboxamide CC1=NC=CC(=C1)C1=CC=2C=NC(=CC2N1)NC(=O)C12CC(C1)C2